2-(pyrrolidine-1-yl)ethane-1-amine N1(CCCC1)CCN